N-[4-(benzenesulfonyl)-6-phenyl-pyrimidin-2-yl]benzenesulfonamide C1(=CC=CC=C1)S(=O)(=O)C1=NC(=NC(=C1)C1=CC=CC=C1)NS(=O)(=O)C1=CC=CC=C1